(4aS,9bS)-7-(trifluoromethoxy)-2,3,4a,9b-tetrahydro-1H-spiro[benzofuro[3,2-b]pyridine-4,1'-cyclopropane] hydrochloride Cl.FC(OC1=CC2=C(C=C1)[C@@H]1NCCC3(CC3)[C@@H]1O2)(F)F